C(=O)(O)CCNC=1C=C(C(=O)O)C=CC1F 3-(2-carboxyethylamino)-4-fluorobenzoic acid